C(C)(C)(C)OC(CN1CC(C1)NC(=O)NCCCC[C@H](C(=O)OCC=C)NC(=O)OCC1C2=CC=CC=C2C=2C=CC=CC12)=O prop-2-en-1-yl (2R)-6-[({1-[2-(tert-butoxy)-2-oxoethyl]azetidin-3-yl}carbamoyl)amino]-2-({[(9H-fluoren-9-yl)methoxy]carbonyl}amino)hexanoate